Diaminoundecan NC(CCCCC)(CCCCC)N